CN1CCC(CC1)NC(=O)C2=CC(=C(C=C2)N)OC 4-amino-3-methoxy-N-(1-methylpiperidin-4-yl)benzamide